FC(C1=CC=C(CN2CCN(CC2)C(=O)OC(C)(C)C)C=C1)(F)F 4-(4-(trifluoromethyl)benzyl)-1-Boc-piperazine